FC=1C(=CC(=C(C(=O)NC2=C(C(=CC=C2)F)C)C1)O[C@H](C(F)(F)F)C)N1N=C2N(CCCC2)C1=O 5-fluoro-N-(3-fluoro-2-methylphenyl)-4-(3-oxo-5,6,7,8-tetrahydro[1,2,4]triazolo[4,3-a]pyridin-2(3H)-yl)-2-{[(2S)-1,1,1-trifluoropropan-2-yl]oxy}benzamide